ClC1=CC=C(C=C1)C(CNC(=O)C=1C=NC(=CC1)OC)=O N-[2-(4-Chlorophenyl)-2-oxo-ethyl]-6-methoxy-pyridine-3-carboxamide